FC1=C2C=CN(C2=C(C=C1)C)C1=CC(=CC=C1)C1CCOCC1 4-fluoro-7-methyl-N-(3-(tetrahydro-2H-pyran-4-yl)phenyl)-1H-indole